OCCNS(=O)(=O)C1=CC=C(C=C1)C=1N=C(NC1)C1N(CCCC1)C(C(C)SC)=O N-(2-hydroxyethyl)-4-(2-(1-(2-(methylsulfanyl)propionyl)piperidin-2-yl)-1H-imidazol-4-yl)benzenesulfonamide